racemic-4,4,5,5-tetramethyl-2-((2S,2S)-2-(2-(trifluoromethoxy)phenyl)cyclopropyl)-1,3,2-dioxaborolane CC1(OB(OC1(C)C)[C@H]1[C@H](C1)C1=C(C=CC=C1)OC(F)(F)F)C |&1:8|